acryloyloxydecyl-propyl-dimethoxysilane C(C=C)(=O)OCCCCCCCCCC[Si](OC)(OC)CCC